CC1(C=2C(=NC=NC2C2=C(C1)C(=C(C=C2)N2CCN(CC2)C)[N+](=O)[O-])N)C 5,5-dimethyl-8-(4-methylpiperazin-1-yl)-7-nitro-6H-benzo[h]quinazolin-4-amine